C[C@]12CC[C@@H](CC1=CC[C@@H]3[C@@H]2CC[C@]4([C@H]3C[C@H]([C@@H]4O)O)C)O androstenetriol